BrC1=CC(=C2C(CCO2)=C1C#N)C1=CC=C(C=C1)OC(F)(F)F 5-bromo-7-[4-(trifluoromethoxy)phenyl]-2,3-dihydrobenzofuran-4-carbonitrile